O[C@@]1(C(N(CC1)CC(F)(F)F)=O)C1=CC(=CC=C1)C=1N=C(SC1)C1=CN(C2=NC=CN=C21)S(=O)(=O)C2=CC=C(C)C=C2 (R)-3-hydroxy-3-(3-(2-(5-tosyl-5H-pyrrolo[2,3-b]pyrazin-7-yl)thiazol-4-yl)phenyl)-1-(2,2,2-trifluoroethyl)pyrrolidin-2-one